FC1=C(CN2C(=NC3=C2NC(CN3)C=3C2=C(C(N(C3)C)=O)NC=C2)C)C=C(C=C1)C(F)(F)F 4-(1-(2-fluoro-5-trifluoromethylbenzyl)-2-methyl-1H-imidazo[4,5-b]piperazin-6-yl)-6-methyl-1H-pyrrolo[2,3-c]pyridin-7(6H)-one